ClC1=C(C=C(C=C1)Cl)S(=O)(=O)Cl (2,5-dichlorophenyl)sulfonyl chloride